3-(4-chloro-2-methoxyphenoxy)-N-(3-aminosulfonylphenyl)quinoxaline-2-carboxamide ClC1=CC(=C(OC=2C(=NC3=CC=CC=C3N2)C(=O)NC2=CC(=CC=C2)S(=O)(=O)N)C=C1)OC